C12(CCCCC1)C([C@H]1CC[C@@H]2C1)N (1S,3R,4R)-spiro[bicyclo[2.2.1]heptane-3,1'-cyclohexan]-2-amine